C(C)OCCCCCOCCNC(=O)N1C[C@H](CCC1)N1C=CC2=C1N=C(N=C2)C2=CNC1=NC=C(C=C12)F (S)-N-(2-((5-ethoxypentyl)oxy)ethyl)-3-(2-(5-fluoro-1H-pyrrolo[2,3-b]pyridin-3-yl)-7H-pyrrolo[2,3-d]pyrimidin-7-yl)piperidine-1-carboxamide